C(#N)C1=CC(=C(COC2=CC=CC(=N2)C2=CC(=C(CC3=NC4=C(N3C[C@H]3N(CC3)C3COC3)C=C(C=C4)C(=O)O)C=C2)F)C=C1)F (S)-2-(4-(6-((4-cyano-2-fluorobenzyl)oxy)pyridin-2-yl)-2-fluorobenzyl)-1-((1-(oxetan-3-yl)azetidin-2-yl)methyl)-1H-benzo[d]imidazole-6-carboxylic acid